bis(diethoxychlorosilyl)methane C(C)O[Si](Cl)(OCC)C[Si](OCC)(OCC)Cl